C(C)(=O)N[C@@H]1[C@@H](OC(C12CCN(CC2)C(=O)OC(C)(C)C)=O)C tert-butyl (3S,4S)-4-acetamido-3-methyl-1-oxo-2-oxa-8-azaspiro[4.5]decane-8-carboxylate